9-(1-(2-fluoroacryloyl)azetidin-3-yl)-7-(4-(trifluoromethyl)phenyl)-7,9-dihydro-8H-purin-8-one FC(C(=O)N1CC(C1)N1C2=NC=NC=C2N(C1=O)C1=CC=C(C=C1)C(F)(F)F)=C